COC(=O)C=1C=C2C=C(C=NC2=CC1)C 3-methylquinoline-6-carboxylic acid methyl ester